BrC1=CC=C(C=C1)NNC(=O)C1=NC2=CC=CC=C2C=C1 N'-(4-bromophenyl)quinoline-2-carbohydrazide